3-bromo-5-fluoro-1-benzothiophene-7-carbonitrile BrC1=CSC2=C1C=C(C=C2C#N)F